2-(2-aminoethylamino)-1-ethanol NCCNCCO